N-[3-chloro-4-(difluoromethoxy)-2-fluoro-phenyl]-6-[(3S)-pyrrolidin-3-yl]oxy-pyrimido[5,4-d]pyrimidin-4-amine ClC=1C(=C(C=CC1OC(F)F)NC=1C2=C(N=CN1)C=NC(=N2)O[C@@H]2CNCC2)F